N12CCN(C(CC1)C2)C2=CC(=C(C=C2)NC2=NC=C(C(=N2)NCCCN2C(CC2)=O)C(F)(F)F)CC 1-(3-((2-((4-(1,4-diazabicyclo[3.2.1]octan-4-yl)-2-ethylphenyl)amino)-5-(trifluoromethyl)pyrimidin-4-yl)amino)propyl)azetidin-2-one